N-(4-((3-chloro-2-fluorophenyl)amino)-7-((3-methyloxetan-3-yl)ethynyl)quinazolin-6-yl)acrylamide ClC=1C(=C(C=CC1)NC1=NC=NC2=CC(=C(C=C12)NC(C=C)=O)C#CC1(COC1)C)F